O1CCN(CC1)C(=O)C=1C=NN2C1C=C(C=C2)C2=CNC1=NC=C(C=C12)C1=C(C=CC=C1)C morpholino(5-(5-(o-tolyl)-1H-pyrrolo[2,3-b]pyridin-3-yl)pyrazolo[1,5-a]pyridin-3-yl)methanone